CC1=NC(=CC(=N1)C=O)C 2,6-DIMETHYLPYRIMIDINE-4-CARBALDEHYDE